2-(4-(2-hydroxyethyl)phenyl)-2-methyl-propionic acid methyl ester COC(C(C)(C)C1=CC=C(C=C1)CCO)=O